BrC1=NC=CC(=C1)N1CCC(CC1)CN1CCN(CC1)C(=O)OC(C)(C)C tert-butyl 4-[[1-(2-bromo-4-pyridyl)-4-piperidyl]methyl]piperazine-1-carboxylate